ClC=1C(=CC(=NC1)OC)C1=CC(=NN1)C(=O)N1CCC(CC1)C(=O)NC1C=2C=CN=CC2CCC1 1-(5-(5-chloro-2-methoxypyridin-4-yl)-1H-pyrazole-3-carbonyl)-N-(5,6,7,8-tetrahydroisoquinolin-5-yl)piperidine-4-carboxamide